N1(CCCC1)CC1=CC=C(S1)C=1C=C2CN(CC2=CC1)C(=O)OC(C)(C)C tert-Butyl 5-(5-(pyrrolidin-1-ylmethyl)thiophen-2-yl)isoindoline-2-carboxylate